C1(CC1)[C@@H](C1=CC=2N(N=C1)C=C(N2)[C@@H](NC(C2=CC=CC=C2)=O)C2CCC(CC2)(F)F)NC(CCC(F)(F)F)=O |o1:3| N-((S)-(7-((S*)-Cyclopropyl(4,4,4-trifluorobutanamido)methyl)imidazo[1,2-b]pyridazin-2-yl)(4,4-difluorocyclohexyl)methyl)benzamide